C(C)(C)(C)OC(=O)NC1CC(C1)N1C2=CC=CC=3C=C(N(CC1)C32)C3=NC2=C(N3C)C(=CC(=C2)C(=O)OC)OC methyl 2-[9-[3-(tert-butoxycarbonylamino) cyclobutyl]-1,9-diazatricyclo[6.3.1.04,12]dodeca-2,4(12),5,7-tetraen-2-yl]-7-methoxy-1-methyl-benzimidazole-5-carboxylate